COC1=CC=C(C=C1)S(=O)(=O)NCCCC(C)C1=NC(=C(N=C1C)C)C 4-methoxy-N-(4-(3,5,6-trimethylpyrazin-2-yl)pentyl)benzenesulfonamide